1-{(1S,4S)-5-[(S)-4-(2,3-Dihydro-[1,4]dioxino[2,3-b]pyridin-3-yl)-benzyl]-2,5-diaza-bicyclo[2.2.2]oct-2-yl}-2-hydroxy-ethanone O1C[C@@H](OC2=NC=CC=C21)C2=CC=C(CN1[C@@H]3CN([C@H](C1)CC3)C(CO)=O)C=C2